ClC=1C=C(C=CC1)CC(=O)NC1=C(C=CC(=C1)Cl)OCCOC 2-(3-chlorophenyl)-N-(5-chloro-2-(2-methoxyethoxy)phenyl)-acetamide